((2R,3S,5R)-5-(6-amino-9H-purin-9-yl)-3-hydroxytetrahydrofuran-2-yl)methyl butyl hydrogen phosphate P(=O)(OC[C@H]1O[C@H](C[C@@H]1O)N1C2=NC=NC(=C2N=C1)N)(OCCCC)O